5-[4-[3,5-bis[4-[5-carboxy-4-amino-2-thienyl]phenyl]phenyl]phenyl]-3-aminothiophene-2-carboxylic acid C(=O)(O)C1=C(C=C(S1)C1=CC=C(C=C1)C=1C=C(C=C(C1)C1=CC=C(C=C1)C=1SC(=C(C1)N)C(=O)O)C1=CC=C(C=C1)C1=CC(=C(S1)C(=O)O)N)N